CC=1NC(=C(C(C1C(=O)OCCOC)C1=C(C=CC=C1)[N+](=O)[O-])C(=O)OCCOC)C Bis(2-methoxyethyl) 2,6-dimethyl-4-(2-nitrophenyl)-1,4-dihydropyridine-3,5-dicarboxylate